(3S)-tert-Butyl 5-(aminomethyl)-3-(6-bromopyridin-2-ylcarbamoyl)-2-azabicyclo[3.1.0]hexane-2-carboxylate NCC12C[C@H](N(C2C1)C(=O)OC(C)(C)C)C(NC1=NC(=CC=C1)Br)=O